N-[5-(2,6-dichlorophenyl)-1H-indazol-3-yl]-4-hydroxycyclohexanecarboxamide ClC1=C(C(=CC=C1)Cl)C=1C=C2C(=NNC2=CC1)NC(=O)C1CCC(CC1)O